CC=1SC2=C(N1)C=CC(=C2)C=2N=C1N(C(C2)=O)C=C(C=C1)N1CCN(CCC1)C 2-(2-methyl-1,3-benzothiazol-6-yl)-7-(4-methyl-1,4-diazacycloheptan-1-yl)-4H-pyrido[1,2-a]pyrimidin-4-one